(1S,5R)-ethyl 2-oxo-3-oxabicyclo[3.1.0]hexane-1-carboxylate O=C1[C@]2(C[C@H]2CO1)C(=O)OCC